7-methyl-6-(pyridin-4-ylsulfonyl)-6-azaspiro[3.4]octane CC1N(CC2(CCC2)C1)S(=O)(=O)C1=CC=NC=C1